FC1=C(C=CC(=C1)C(F)(F)F)N1CCC(CC1)(C(=O)NCCNC)C=1C=NC(=C(C1)F)C=1N(C=CC1)C 1-[2-fluoro-4-(trifluoromethyl)phenyl]-4-[5-fluoro-6-(1-methyl-1H-pyrrol-2-yl)pyridin-3-yl]-N-[2-(methylamino)ethyl]piperidine-4-carboxamide